P(=O)(OC(CC[C@H](N)C(=O)O)=O)([O-])[O-] gamma-glutamyl phosphate